[C@@H]12[C@@H](NC[C@H]2C1)C(=O)O |o1:0,1,4| rel-(1R,2R,5S)-3-azabicyclo[3.1.0]hexane-2-carboxylic acid